C(C=C)(=O)N1C[C@@H](C[C@@H]1COCC)C=1N=C(C2=C(N1)NC(=C2C(=O)N[C@H](C)C2=CC=CC=C2)C#CC2CC2)N ((3R,5R)-1-propenoyl-5-(ethoxymethyl)pyrrolidin-3-yl)-4-amino-6-(cyclopropylethynyl)-N-((R)-1-phenylethyl)-7H-pyrrolo[2,3-d]pyrimidine-5-carboxamide